BrC(CCOC1=C(C(=C(C=C1)C(C)(C)C1=C(C(=C(C=C1)OCCC(Br)Br)Br)Br)Br)Br)Br bis-[dibromopropoxydibromophenyl]propane